(3-((tert-butyldimethylsilyl)oxy)phenyl)methanone [Si](C)(C)(C(C)(C)C)OC=1C=C(C=CC1)C=O